molybdenum hexasulfide [Mo](=S)(=S)(=S)(=S)(=S)=S